BrC=1C=C(SC1)CC(=O)N(C)OC 2-(4-Bromothiophen-2-yl)-N-methoxy-N-methylacetamide